BrC1=CC2=C(C(=N1)NC=1C=CC(=C(C(=O)NCC(F)F)C1)C)N(C=N2)C(C)C 5-((6-bromo-3-isopropyl-3H-imidazo[4,5-c]pyridin-4-yl)amino)-N-(2,2-difluoroethyl)-2-methylbenzamide